C(C1=CC=CC=C1)OCCCCCCCO 7-benzyloxyheptan-1-ol